(E)-N'-(3,3-dimethyl-5-oxocyclohexylidene)-4-methylbenzenesulfonohydrazide CC1(C/C(/CC(C1)=O)=N\NS(=O)(=O)C1=CC=C(C=C1)C)C